1-(7-(8-ethynyl-7-fluoro-3-hydroxynaphthalen-1-yl)-8-fluoro-2-(((4aS,7aR)-1-methyloctahydro-4aH-cyclopenta[b]pyridin-4a-yl)methoxy)pyrido[4,3-d]pyrimidin-4-yl)azepan-4-ol C(#C)C=1C(=CC=C2C=C(C=C(C12)C1=C(C=2N=C(N=C(C2C=N1)N1CCC(CCC1)O)OC[C@]12[C@H](N(CCC1)C)CCC2)F)O)F